1-(tert-butyl)-N-((5-(5-fluoro-7-(((3S,4R)-3-fluoro-1-methylpiperidin-4-yl)amino)-3-vinyl-2H-indazol-2-yl)-1,3,4-thiadiazol-2-yl)methyl)-1H-pyrazole-4-carboxamide C(C)(C)(C)N1N=CC(=C1)C(=O)NCC=1SC(=NN1)N1N=C2C(=CC(=CC2=C1C=C)F)N[C@H]1[C@H](CN(CC1)C)F